P-((5-(5-(chlorodifluoromethyl)-1,2,4-oxadiazol-3-yl)pyridin-2-yl)methyl)-P-methyl-N-neopentylphosphinic amide ClC(C1=NC(=NO1)C=1C=CC(=NC1)CP(NCC(C)(C)C)(=O)C)(F)F